P([O-])([O-])[O-].[Zn+2].[Fe+2].[Ca+2].P([O-])([O-])[O-] calcium-iron-zinc phosphite